ClC=1C=C(C=C(C1OC)OCC)C=1C=C(C=NC1)C=1CB(OC1)O 4-(5-(3-chloro-5-ethoxy-4-methoxyphenyl)pyridin-3-yl)-1,2-oxaborol-2-ol